COC1=CC(=CC2=C1SC(=C2)C=2N=C(C1=C(N2)N2C(=C1)CNCC2)N)C (7-methoxy-5-methylbenzo[b]thiophen-2-yl)-6,7,8,9-tetrahydropyrazino[1',2':1,5]pyrrolo[2,3-d]pyrimidin-4-amine